ClC=1C=C(C=CC1)C(C(OC(=O)N[C@H](C(=O)N[C@H](C(=O)O)C[C@H]1C(NCC1)=O)CC1CCCCC1)C1=CC=CC=C1)(C)C (2S)-2-((2S)-2-(((2-(3-chlorophenyl)-2-methyl-1-phenylpropoxy)carbonyl)amino)-3-cyclohexylpropanamido)-3-((S)-2-oxopyrrolidin-3-yl)propanoic acid